O[C@@]1(C(N(CC1)C)=O)C1=CC(=NO1)C1=NC(=CC(=C1)OC)C1=NC(=NC=C1)SC (R)-3-hydroxy-3-(3-(4-methoxy-6-(2-(methylthio)pyrimidin-4-yl)pyridin-2-yl)isoxazol-5-yl)-1-methylpyrrolidin-2-one